(S)-7-chloro-8-fluoro-2-(methylsulfanyl)-5-(morpholin-3-ylmethoxy)pyrido[4,3-d]pyrimidin-4-ol ClC1=C(C=2N=C(N=C(C2C(=N1)OC[C@H]1NCCOC1)O)SC)F